O[C@H]1C[C@H](CC1)NC1N=C2N(CN(C=C2N1C)CC1=CC=C(C=C1)C(F)(F)F)C 8-((1S,3R)-3-hydroxycyclopentylamino)-3,7-dimethyl-1-(4-(trifluoromethyl)benzyl)-1H-purine